4-((3S,5S)-3-acrylamido-5-fluoropiperidin-1-yl)-5-fluoro-2-methyl-3-(trifluoromethyl)-1H-indole-7-carboxamide C(C=C)(=O)N[C@@H]1CN(C[C@H](C1)F)C1=C2C(=C(NC2=C(C=C1F)C(=O)N)C)C(F)(F)F